Carbonic acid 7-[4-(4-benzo[b]thiophen-4-ylpiperazin-1-yl)butoxy]-4,4-dimethyl-2-oxo-3,4-dihydro-2H-quinolin-1-ylmethyl ester methyl ester COC(OCN1C(CC(C2=CC=C(C=C12)OCCCCN1CCN(CC1)C1=CC=CC=2SC=CC21)(C)C)=O)=O